FC(C(=O)[O-])(F)F.C1=CC=CC=2C3=CC=CC=C3C(C12)COC(=O)N1C[C@H](C[C@@H]1C(=O)O)NC(CCCCC[N+](C)(C)C)=O 6-(((3S,5R)-1-(((9H-fluoren-9-yl)methoxy)carbonyl)-5-carboxypyrrolidin-3-yl)amino)-N,N,N-trimethyl-6-oxohexan-1-aminium 2,2,2-trifluoroacetate